FC(OC1=CC=C(NC=2C(=NC(=C(N2)NC)C=2C3=C(C=NC2)N(C=N3)C)C(=O)N)C=C1)F 3-[4-(Difluoromethoxy)anilino]-5-(methylamino)-6-(3-methylimidazo[4,5-c]pyridin-7-yl)pyrazin-2-carboxamid